BrC1=CC=C2C(=CNC2=C1)C=1C(N(C(C1C1=CN(C2=CC=CC=C12)C)=O)C1=CC=CC=C1)=O 3-(6-bromo-1H-indol-3-yl)-4-(1-methyl-1H-indol-3-yl)-1-phenyl-1H-pyrrole-2,5-dione